C(C)(C)(C)OC(=O)N1C(CNCC1)C=1C=NC(=CC1)I (6-iodopyridin-3-yl)piperazine-1-carboxylic acid tert-butyl ester